3-(3-(sec-butyl)-2-oxo-1,2,3,5-tetrahydro-4H-benzo[1,4]diazepin-4-yl)-3-oxopropionamide C(C)(CC)C1C(NC2=C(CN1C(CC(=O)N)=O)C=CC=C2)=O